FC(C[C@@H](C(=O)NC1=NC=CC(=C1)C1=C(C2=NC=CC(=C2N1)N1CCN(CC1)C(=O)OC(C)(C)C)C1=NC=CC=C1)C1=CC=C(C=C1)F)F |r| tert-butyl 4-[2-(2-{[(2RS)-4,4-difluoro-2-(4-fluorophenyl)butanoyl]amino}pyridin-4-yl)-3-(pyridin-2-yl)-1H-pyrrolo[3,2-b]pyridin-7-yl]piperazine-1-carboxylate